tert-butyl (5-(chloromethyl)pyridin-3-yl)carbamate ClCC=1C=C(C=NC1)NC(OC(C)(C)C)=O